1-ethylpiperidin-3-amine C(C)N1CC(CCC1)N